8-(4,4,4-trifluorobutanoyl)-1-oxa-2,8-diazaspiro[4.5]dec-2-ene-3-carbonitrile FC(CCC(=O)N1CCC2(CC(=NO2)C#N)CC1)(F)F